O=C1CC(=C(C=C1)N1CC=C(C2=CC=C(C=C12)Cl)N)C=1N=NC=CN1 N-(4-oxo-(1,2,4-triazin-3-yl)-phenyl)-4-amino-7-chloroquinoline